(4-chlorophenyl)(4-(difluoromethyl)quinolin-2-yl)(phenyl)phosphorus ClC1=CC=C(C=C1)P(C1=CC=CC=C1)C1=NC2=CC=CC=C2C(=C1)C(F)F